ClC=1C=C2C(=C3C1NC(NC31CCCCC1)=O)OC(=N2)CNCC2(COC2)C 5-chloro-2-({[(3-methyloxetan-3-yl)methyl]amino}methyl)-7,8-dihydro-6H-spiro[[1,3]oxazolo[5,4-f]quinazoline-9,1'-cyclohexan]-7-one